(7-((5-chloro-4-(cyclobutylamino)-7H-pyrrolo[2,3-d]pyrimidin-2-yl)amino)-2,3-dihydrobenzofuran-4-yl)(4-morpholinopiperidin-1-yl)methanone ClC1=CNC=2N=C(N=C(C21)NC2CCC2)NC2=CC=C(C=1CCOC12)C(=O)N1CCC(CC1)N1CCOCC1